O=C1NC(CCC1N1C(C2=CC=C(C=C2C1)N1CCC2(CC1)CCC(CC2)C=O)=O)=O 3-[2-(2,6-dioxo-3-piperidyl)-1-oxo-isoindolin-5-yl]-3-azaspiro[5.5]undecane-9-carbaldehyde